(S)-6-(4-chlorophenyl)-N-(1-(cyclopropylsulfonamido)propan-2-yl)-2-(1-methyl-1H-pyrazol-5-yl)-3-oxo-2,3-dihydropyridazine-4-carboxamide ClC1=CC=C(C=C1)C=1C=C(C(N(N1)C1=CC=NN1C)=O)C(=O)N[C@H](CNS(=O)(=O)C1CC1)C